diisobutoxydiethoxyZirconium C(C(C)C)O[Zr](OCC)(OCC)OCC(C)C